(6-{7-[2-(3,3-difluoro-pyrrolidin-1-yl)-ethoxy]-imidazo[1,2-a]pyridin-3-yl}-pyrimidin-4-yl)-[4-(2-methyl-2H-[1,2,3]triazol-4-yl)-benzyl]-amine FC1(CN(CC1)CCOC1=CC=2N(C=C1)C(=CN2)C2=CC(=NC=N2)NCC2=CC=C(C=C2)C2=NN(N=C2)C)F